(5-(3,5-difluorophenyl)-4,5-dihydro-1H-pyrazol-1-yl)(3-((4-methyl-1H-pyrazol-1-yl)-methyl)bicyclo[1.1.1]pentan-1-yl)methanone FC=1C=C(C=C(C1)F)C1CC=NN1C(=O)C12CC(C1)(C2)CN2N=CC(=C2)C